ClC=1C=CC2=C(C1)C1=C(C(N([C@](CO1)(C(N[C@@H](C)C1=CC=CC=C1)=O)C)CC(=O)O)=O)O2 2-((R)-9-chloro-3-methyl-5-oxo-3-(((S)-1-phenylethyl)carbamoyl)-2,3-dihydrobenzofuro[2,3-f][1,4]oxazepin-4(5H)-yl)acetic acid